CN1C[C@@H]2CCN(S(C3=NN=C(NC4=C5CCCC5=CC=C4C4=CC=NC(OCC1)=C4)N3)(=O)=O)C2 (20S)-22-methyl-25-oxa-16λ6-thia-11,13,14,17,22,27,32-heptaazahexacyclo-[24.3.1.112,15.117,20.02,10.05,9]dotriaconta-1(29),2,4,9,12,14,26(30),27-octaene-16,16-dioxide